C(CCC)OC(C(C)(C)SC(=S)SCCCCCCCCCCCC)=O 2-Dodecylsulfanylthiocarbonylsulfanyl-2-methyl-propionic acid butyl ester